CN(C(=O)C1CCS(CC1)(=O)=O)[C@H](C(F)(F)F)C1=CC=C(C=C1)NC1CC2=CC=C(C=C2C1)OC N-methyl-N-((1S)-2,2,2-trifluoro-1-(4-((5-methoxy-2,3-dihydro-1H-inden-2-yl)amino)phenyl)ethyl)tetrahydro-2H-thiopyran-4-carboxamide 1,1-dioxide